N-[(4-methoxyphenyl)methyl]Methanesulfonamide COC1=CC=C(C=C1)CNS(=O)(=O)C